CC=1CN(C2=C3N=CC=C(C3=CC=C2C1C)C)C 3,4,7,1-tetramethyl-1,10-phenanthroline